α-phenyl-cinnamic acid C1(=CC=CC=C1)C(C(=O)O)=CC1=CC=CC=C1